4-[5-(4-bromopyridin-2-yl)-1H-pyrazol-3-yl]-N-methylaniline BrC1=CC(=NC=C1)C1=CC(=NN1)C1=CC=C(NC)C=C1